CC1=C(SC2=C1C=CC=C2)C(=O)O 3-Methylbenzothiophene-2-carboxylic acid